N-cyclopropyl-3-(6-((1-hydroxy-2-methylpropan-2-yl)amino)-5-(oxazol-2-yl)pyridin-3-yl)-4-methylbenzamide C1(CC1)NC(C1=CC(=C(C=C1)C)C=1C=NC(=C(C1)C=1OC=CN1)NC(CO)(C)C)=O